2,3-difluoro-6-iodobenzaldehyde FC1=C(C=O)C(=CC=C1F)I